N1(N=CC=C1)C1=CC=C(C=C1)[C@H](C)N1C2=NC(=NC=C2NC1=O)C=1C(=NC=CC1)C(C)C (S)-9-(1-(4-(1H-pyrazol-1-yl)phenyl)ethyl)-2-(2-isopropylpyridin-3-yl)-7,9-dihydro-8H-purin-8-one